methyl 4-(tert-butylsulfanyl)-3-oxobutanoate C(C)(C)(C)SCC(CC(=O)OC)=O